N-(4-((4-(1-methyl-1H-imidazol-2-yl)-4-phenethylpiperidin-1-yl)methyl)phenyl)acetamide CN1C(=NC=C1)C1(CCN(CC1)CC1=CC=C(C=C1)NC(C)=O)CCC1=CC=CC=C1